1,1'-(cyclohexane-1,1-diylbis(4,1-phenylene))bis(1H-pyrrole-2,5-dione) C1(CCCCC1)(C1=CC=C(C=C1)N1C(C=CC1=O)=O)C1=CC=C(C=C1)N1C(C=CC1=O)=O